S1(=O)(=O)NC(=O)C2=CC=CC=C12 E-Saccharine